C(C1=CC=CC=C1)NC(=O)N([C@@H]1CC[C@H](CC1)NC(OC(C)(C)C)=O)C1=NC=C(C=N1)C=1C=NC(=NC1)OC tert-butyl (trans-4-((benzylcarbamoyl) (2'-methoxy-5,5'-bipyrimidin-2-yl)amino)cyclohexyl)carbamate